Cl.N[C@@H](CCC(=O)N)[C@@H](C)OCC1=CC=C(C=C1)CCCOCCCCCCOCCCC1=CC2=C(N(C(N2C)=O)C2C(NC(CC2)=O)=O)C=C1 (4S,5R)-4-amino-5-[(4-[3-[(6-[3-[1-(2,6-dioxopiperidin-3-yl)-3-methyl-2-oxo-1,3-benzodiazol-5-yl]propoxy]hex-yl)oxy]propyl]phenyl)meth-oxy]hexanamide hydrochloride